(4-chlorophenyl)-3-((3-cyano-6-cyclopropylpyridin-2-yl)thio)propanamide ClC1=CC=C(C=C1)C(C(=O)N)CSC1=NC(=CC=C1C#N)C1CC1